[6-[5-(1-hydroxycyclopropyl)-4H-1,2,4-triazol-3-yl]-2-azaspiro[3.3]heptan-2-yl]-[7-[[1-(trifluoromethyl)cyclopropyl]methoxy]-2-azaspiro[3.5]nonan-2-yl]methanone OC1(CC1)C=1NC(=NN1)C1CC2(CN(C2)C(=O)N2CC3(C2)CCC(CC3)OCC3(CC3)C(F)(F)F)C1